4,4,12-trimethyl-7-oxa-1,11,20-triazatetracyclo[11.5.2.0^{3,5}.0^{16,19}]Eicosa-13(20),14,16(19),17-tetraene CC1(C2CN3C=CC=4C=CC(C(NCCCOCC12)C)=NC34)C